2-acetoxy-3,5-diiodostyrene C(C)(=O)OC1=C(C=C)C=C(C=C1I)I